COC=1C=C(C=CC1)C[C@H](CCCC)N (S)-1-(3-methoxyphenyl)hexan-2-amine